C1(CC1)C([C@@H](C(NC1=NN(C=C1)CC=1C(NC=CC1)=O)=O)NC(=O)C=1N(N=CC1)C(C)C)C1CC1 N-[(1S)-1-(dicyclopropylmethyl)-2-oxo-2-[[1-[(2-oxo-1H-pyridin-3-yl)methyl]pyrazol-3-yl]amino]ethyl]-2-isopropyl-pyrazole-3-carboxamide